COC(=O)C1=NC=NC=C1C 5-methyl-pyrimidine-4-carboxylic acid methyl ester